p-formyl-dimethyl-aniline C(=O)C1=CC=C(N(C)C)C=C1